CN1C(=NN=C1)S[C@@H](C)C=1C=C(C=CC1)NC(=O)C=1N=CC2=CC=C(C=C2C1)OCC(=O)NCCNC(OC(C)(C)C)=O tert-butyl (S)-(2-(2-((3-((3-(1-((4-methyl-4H-1,2,4-triazol-3-yl)thio)ethyl)phenyl)carbamoyl)isoquinolin-6-yl)oxy)acetamido)ethyl)carbamate